2-[(2E)-2-(aminomethyl)-3-fluoroprop-2-en-1-yl]-4-[5-(3,4-dihydro-2H-chromen-6-yl)thiophen-2-yl]methyl-2,4-dihydro-3H-1,2,4-triazol-3-one hydrochloride Cl.NC/C(/CN1N=CN(C1=O)CC=1SC(=CC1)C=1C=C2CCCOC2=CC1)=C\F